C(C(C)C)C1=CC=C(C=C1)C(C(=O)NNC(=O)C1=C(OC=2N=C(N=C(C21)N2CCN(CC2)C)NC2=CC=C(C=C2)C)C)C N'-(2-(4-isobutylphenyl)propionyl)-6-methyl-4-(4-methylpiperazin-1-yl)-2-(p-methylphenylamino)furo[2,3-d]pyrimidine-5-carbohydrazide